2-[5-(methoxymethyl)-1,3,4-oxadiazol-2-yl]-5-[4-(trifluoromethoxy)benzene-1-sulfonyl]pyridin-3-amine COCC1=NN=C(O1)C1=NC=C(C=C1N)S(=O)(=O)C1=CC=C(C=C1)OC(F)(F)F